C(C1=CC=CC=C1)OCC1=NN(C(N1CC)=O)C1=NC(=C(C#N)C(=C1)C)Cl 6-(3-((Benzyloxy)methyl)-4-ethyl-5-oxo-4,5-dihydro-1H-1,2,4-triazol-1-yl)-2-chloro-4-methylnicotinonitrile